(P)-3-amino-4-(5-methyl-1H-indazol-4-yl)-1,5-naphthyridine-2-carboxamide NC=1C(=NC2=CC=CN=C2C1C1=C2C=NNC2=CC=C1C)C(=O)N